2-(2-(2-methoxyethoxy)ethoxy)-2-methylpropanoic acid COCCOCCOC(C(=O)O)(C)C